FC(OC=1C=C2C(=NC(=NC2=C(C1C1=CC=C(C2=C1N=C(S2)N)F)F)OC[C@]21CCCN1C[C@@H](C2)F)N2[C@H](CN[C@@H](C2)C)C)F 4-(6-(difluoromethoxy)-4-((2S,5R)-2,5-dimethylpiperazin-1-yl)-8-fluoro-2-(((2R,7aS)-2-fluorotetrahydro-1H-pyrrolizin-7a(5H)-yl)methoxy)quinazolin-7-yl)-7-fluorobenzo[d]thiazol-2-amine